CC1(COB(OC1)C=1C=C(C(=NC1)OC)N1C(CCC1)=O)C 1-(5-(5,5-dimethyl-1,3,2-dioxaborinan-2-yl)-2-methoxypyridin-3-yl)pyrrolidin-2-one